B(O)(O)C=1OC2=C(C1)C=CC(=C2)C(=O)O 2-boronobenzofuran-6-carboxylic acid